tert-Butyl 4-(3-(2,4-dioxotetrahydropyrimidin-1(2H)-yl)-5-fluoro-1-methyl-1H-indazol-6-yl)-4-hydroxypiperidine-1-carboxylate O=C1N(CCC(N1)=O)C1=NN(C2=CC(=C(C=C12)F)C1(CCN(CC1)C(=O)OC(C)(C)C)O)C